ClC1=C(C=CC=C1)CN1N=C(C(=C1C1=CC(=CC=C1)OC)C)COC(C(=O)O)(C)C 2-({1-[(2-Chlorophenyl)methyl]-5-(3-methoxyphenyl)-4-methyl-1H-pyrazol-3-yl}methoxy)-2-methylpropionic acid